ClC=1C=C2C=CC=NC2=C(C1)CO (6-chloroquinoline-8-yl)methanol